C(C=C)[Si]([Si](C)(C)C)([Si](C)(C)C)[Si](C)(C)C allyltris(trimethylsilyl)silane